C1CCC2=C(C=3CCCC3C=C12)PC1=C2CCCC2=CC=2CCCC12 Bis(1,2,3,5,6,7-hexahydro-s-indacen-4-yl)phosphine